O1N=CC=C1[C@H]1[C@@H](CN(C1)CCOC)NC(=O)NC1=C2C(=NN1C1=CC=CC=C1)CCC2 1-(trans-4-(isoxazol-5-yl)-1-(2-methoxyethyl)pyrrolidin-3-yl)-3-(2-phenyl-2,4,5,6-tetrahydrocyclopenta[c]pyrazol-3-yl)urea